C(C)(C)(C)OC(=O)N1[C@@H]2CN(C[C@H]1[C@H](C2)OCC)CC2=CC=CC=C2.C(#C)C2=CC(=C(CON)C=C2)F O-(4-ethynyl-2-fluorobenzyl)hydroxylamine tert-butyl-(1S,5S,6S)-3-benzyl-6-ethoxy-3,8-diazabicyclo[3.2.1]octane-8-carboxylate